BrCC=1C=C(C#N)C=CC1OC 3-(bromomethyl)-4-methoxybenzonitrile